N[C@@H](C(=O)N)CCC=1N=NN(C1)C(CO)CO (R)-2-amino-4-(1-(1,3-dihydroxypropan-2-yl)-1H-1,2,3-triazol-4-yl)butanamide